N[C@H](C(=O)N[C@H](C(=O)NCC1=CC=CC2=CC=CC=C12)C)CC(=O)NOC(C)(C)C (S)-2-amino-N4-(tert-butoxy)-N1-((S)-1-((naphthalen-1-ylmethyl)amino)-1-oxopropan-2-yl)succinamide